CC1=C(C=CC=C1C)N1CCN(CC1)C(CN1N=C(C2=C1C[C@@H]1[C@H]2C1)C(=O)N1C[C@H]([C@H](CC1)O)C)=O 1-[4-(2,3-Dimethylphenyl)piperazin-1-yl]-2-{(3bR,4aR)-3-[(3R,4S)-4-hydroxy-3-methylpiperidin-1-carbonyl]-3b,4,4a,5-tetrahydro-1H-cyclopropa[3,4]cyclopenta[1,2-c]pyrazol-1-yl}ethan-1-on